FC1=C(C(=C(C(=N1)C=1C=NC=CC1)N1CCC(CC1)C1=NN=CN1C)C#N)O fluoro-5-hydroxy-3-[4-(4-methyl-1,2,4-triazol-3-yl)piperidin-1-yl]-[2,3'-bipyridine]-4-carbonitrile